C(CC)(=O)N1[C@@H](CCC1)C(=O)O 1-propionylproline